(2-bromo-4-nitrophenyl)(4-(trifluoromethyl)benzyl)carbamic acid tert-butyl ester C(C)(C)(C)OC(N(CC1=CC=C(C=C1)C(F)(F)F)C1=C(C=C(C=C1)[N+](=O)[O-])Br)=O